N-(3-(4-amino-2-((4-morpholinylphenyl)amino)quinazolin-8-yl)phenyl)propynylamide NC1=NC(=NC2=C(C=CC=C12)C=1C=C(C=CC1)CC#C[NH-])NC1=CC=C(C=C1)N1CCOCC1